tert-butyl 4-(4-chloro-1H-pyrazolo[4,3-c]pyridin-1-yl)piperidine-1-carboxylate ClC1=NC=CC2=C1C=NN2C2CCN(CC2)C(=O)OC(C)(C)C